4-chloro-3-fluoro-6-methyl-5-(trifluoromethyl)pyridin-2-amine ClC1=C(C(=NC(=C1C(F)(F)F)C)N)F